1',2'-dihydrospiro[cyclobutane-1,3'-indole] N1CC2(C3=CC=CC=C13)CCC2